tert-butyl N-(4-carbamoyl-1-[[2-fluoro-3-(4-hydroxy butyl)phenyl](methyl)amino]butan-2-yl)carbamate C(N)(=O)CCC(CN(C)C1=C(C(=CC=C1)CCCCO)F)NC(OC(C)(C)C)=O